Cerium Bromide [Br-].[Ce+3].[Br-].[Br-]